N1CC(CCC1)NC1=NC=C(C(=N1)C1=NNC=C1)C(F)(F)F N-(piperidin-3-yl)-4-(1H-pyrazol-3-yl)-5-(trifluoromethyl)pyrimidin-2-amine